COC(=O)C=1C=2C=3CC(CCC3NC2C=CC1)NC(=O)NC1=CC(=C(C=C1)Cl)C(F)(F)F 3-(3-(4-chloro-3-(trifluoromethyl)phenyl)ureido)-2,3,4,9-tetrahydro-1H-carbazole-5-carboxylic acid methyl ester